1-butyl-3-methylimidazolium 4-mercaptobenzoate SC1=CC=C(C(=O)[O-])C=C1.C(CCC)N1C=[N+](C=C1)C